CN1C(C=NC=2C=NC=NC12)=O 8-methylpteridin-7(8H)-one